[2H]C1=C(C(=C(C(=C1[2H])C)C)[2H])[2H] o-xylene-D4